Tert-butyl (2-hydrazinyl-2-oxoethyl)carbamate N(N)C(CNC(OC(C)(C)C)=O)=O